C(C)OC(C(CNC(C1=NC=C(C=C1O)Br)=O)(C)C)=O.FC1=CC=C(C=C1)Br p-fluorobromobenzene ethyl-3-(5-bromo-3-hydroxypicolinamido)-2,2-dimethylpropanoate